C(C1=CC=CC=C1)OCCCN(CCNC1=C(C(=C(C=C1)Br)C)[N+](=O)[O-])C N1-[3-(benzyloxy)propyl]-N2-(4-bromo-3-methyl-2-nitrophenyl)-N1-methylethane-1,2-diamine